COC1=C(C=C(C=C1)C(C)=O)[N+](=O)[O-] 1-(4-methoxy-3-nitrophenyl)ethan-1-one